IMINOBIS[ETHANOL] N(CCO)CCO